CC=1N=C2N(C=C(C=C2C#N)C2=CC3=C(C=N2)N=C(S3)NC3CC(NC(C3)(C)C)(C)C)C1 2-Methyl-6-{2-[(2,2,6,6-tetramethylpiperidin-4-yl)amino][1,3]thiazolo[4,5-c]pyridin-6-yl}imidazo[1,2-a]pyridin-8-carbonitril